4-[(2R)-3-(3,4-dihydro-1H-isoquinolin-2-yl)-2-hydroxy-propyl]-8-[(1-isopropyl-4-piperidyl)oxy]-2,3-dihydro-1,4-benzoxazepin-5-one C1N(CCC2=CC=CC=C12)C[C@H](CN1CCOC2=C(C1=O)C=CC(=C2)OC2CCN(CC2)C(C)C)O